ClC1=C(C#N)C=C(C(=N1)NC1=CC=2C3=C(C(N(C2C=C1)C)=O)OCC([C@@H](N3)C3CC3)(F)F)F (S)-2-chloro-6-((2-cyclopropyl-3,3-difluoro-7-methyl-6-oxo-1,2,3,4,6,7-hexahydro-[1,4]oxazepino[2,3-c]quinolin-10-yl)amino)-5-fluoronicotinonitrile